NC1=NSC2=C1C=CC=C2 AMINO-BENZOISOTHIAZOL